NC1=C(C(=O)NCC2=CC=C(C=C2)F)C=CC=C1 2-amino-N-(4-fluorobenzyl)benzamide